NC(CC1(C(N(CC1)CC1=CC=C(C=C1)OC)=O)C1=NN=C(O1)C1=NC=CC=C1N(C(OC(C)(C)C)=O)C1=CC=C(C=C1)C(F)(F)F)=O tert-butyl (2-(5-(3-(2-amino-2-oxoethyl)-1-(4-methoxybenzyl)-2-oxopyrrolidin-3-yl)-1,3,4-oxadiazol-2-yl)pyridin-3-yl)(4-(trifluoromethyl)phenyl)carbamate